NCCCC=1C=C(C=CC1)NC(C1=C(C=C(C=C1)NC=1N=CC2=C(C3=C(C(=NC2)C2=C(C=CC=C2OC)F)C=C(C=C3)Cl)N1)OC)=O N-(3-(3-aminopropyl)phenyl)-4-((9-chloro-7-(2-fluoro-6-methoxyphenyl)-5H-benzo[c]pyrimido[4,5-e]azepin-2-yl)amino)-2-methoxybenzamide